C(C)O[Si](O)(O)CCCN ethyl-3-aminopropyl-silanetriol